6-BROMo-7,8-DIMETHYL-(1,2,4)TRIAZOLO[1,5-A]PYRIDIN BrC=1C(=C(C=2N(C1)N=CN2)C)C